[3-(2-aminoethyl)aminopropyl]triethoxysilane NCCNCCC[Si](OCC)(OCC)OCC